4-allyl-2-chloro-3,5,6-trifluorobenzyl (1R)-trans-3-(1-propenyl)-2,2-dimethylcyclopropanecarboxylate C(=CC)[C@H]1C([C@@H]1C(=O)OCC1=C(C(=C(C(=C1F)F)CC=C)F)Cl)(C)C